amylstatine 3,4-epoxytricyclo[5.2.1.02,6]decyl-methacrylate C12(C3C4C(CC3C(CC1)C2)O4)C=C(C(=O)O[C@H]([C@@H](NCCCCC)CC(C)C)CC(O)=O)C